tert-butyl (S)-(5-methylene-2-oxotetrahydrofuran-3-yl)carbamate C=C1C[C@@H](C(O1)=O)NC(OC(C)(C)C)=O